((1S,6R,7R)-3-(3-(2-chloro-4-(1H-pyrazol-5-yl)phenyl)-1H-pyrazolo[3,4-b]pyrazin-6-yl)-7-(2-fluorophenyl)-3-azabicyclo[4.1.0]heptan-7-yl)methanamine ClC1=C(C=CC(=C1)C1=CC=NN1)C1=NNC2=NC(=CN=C21)N2C[C@@H]1[C@]([C@@H]1CC2)(C2=C(C=CC=C2)F)CN